N-(4-Cyano-1-phenyl-1H-pyrazol-5-yl)-2-((3-(2,6-dioxopiperidin-3-yl)-1-methyl-1H-indazol-7-yl)oxy)acetamide C(#N)C=1C=NN(C1NC(COC=1C=CC=C2C(=NN(C12)C)C1C(NC(CC1)=O)=O)=O)C1=CC=CC=C1